monotridecyl ether phosphate ammonia salt N.P(=O)(O)(O)O.C(CCCCCCCCCCCC)OCCCCCCCCCCCCC